CC1(OC(C(C(O1)=O)=CNC1=CC(CCC1)=O)=O)C 2,2-dimethyl-5-{[(3-oxocyclohex-1-en-1-yl)amino]methylene}-1,3-dioxane-4,6-dione